carbonic acid 3,3-difluorocyclobutyl ester FC1(CC(C1)OC(O)=O)F